(1-((2-(4-(5-chloropyrimidin-2-yl)piperidin-1-yl)-6,7-dihydrothieno[3,2-d]pyrimidin-4-yl)amino)cyclobutyl)methanol ClC=1C=NC(=NC1)C1CCN(CC1)C=1N=C(C2=C(N1)CCS2)NC2(CCC2)CO